C(CCCCCCCCCCCCCC)O pentaDecanol